C12CN(CC(CC1)O2)C2=CC(=C(N=N2)C#N)N2CCNCC2 4-(6-(8-oxa-3-azabicyclo[3.2.1]octan-3-yl)-3-cyanopyridazin-4-yl)piperazine